N-((1H-indol-7-yl)methyl)-1-(5-(5-chloro-2-methoxypyridin-4-yl)-1H-pyrazole-3-carbonyl)piperidine-4-carboxamide N1C=CC2=CC=CC(=C12)CNC(=O)C1CCN(CC1)C(=O)C1=NNC(=C1)C1=CC(=NC=C1Cl)OC